[Na+].C(CCCCCCCCCCCCCCC)(=O)OC[C@@H](OC(CCCCCCCCCCCCCCC)=O)COP(=O)([O-])[O-].ClC1=C(C=C(C=C1)[N+](=O)[O-])C#CC1(COC1)O.[Na+] 3-((2-Chloro-5-nitrophenyl)ethynyl)oxetan-3-ol 1,2-dipalmitoyl-sn-glycero-3-phosphate sodium salt